N-[2,4-difluoro-3-[([3-methyl-4-phenyl-1H-pyrazolo[3,4-b]pyridin-5-yl]oxy)methyl]phenyl]-5-fluoro-2-methoxypyridine-3-sulfonamide FC1=C(C=CC(=C1COC=1C(=C2C(=NC1)NN=C2C)C2=CC=CC=C2)F)NS(=O)(=O)C=2C(=NC=C(C2)F)OC